COC1=C(CN2C=NC=3C2=NC(=CC3N3CCOCC3)C3=NN(C=C3)C=3C=C(C=CC3)C)C=CC(=C1)OC 4-(3-(2,4-dimethoxybenzyl)-5-(1-(m-tolyl)-1H-pyrazol-3-yl)-3H-imidazo[4,5-b]pyridin-7-yl)morpholine